CC(=O)[O-].[K+] The molecule is a potassium salt comprising equal numbers of potassium and acetate ions It has a role as a food acidity regulator. It contains an acetate.